C1(C=CC(N1)=S)=S dithio-maleimide